C(N)(=O)C1=NC(=NO1)CNC1=NC(=NC=2C(=C(C3=C(C12)COC3)C3=CC=C(C=1SC(=C(C13)C#N)NC(OC(C)(C)C)=O)F)Cl)S(=O)(=O)CC tert-Butyl (4-(1-(((5-carbamoyl-1,2,4-oxadiazol-3-yl)methyl)amino)-5-chloro-3-(ethylsulfonyl)-7,9-dihydrofuro[3,4-f]quinazolin-6-yl)-3-cyano-7-fluorobenzo[b]thiophen-2-yl)carbamate